ClC1=CC=C2C(=N1)CN(C2=O)CCNC(C(F)(F)F)=O N-(2-(2-chloro-5-oxo-5,7-dihydro-6H-pyrrolo[3,4-b]pyridin-6-yl)ethyl)-2,2,2-trifluoroacetamide